O(O)C(C)(C#CC(C)(C)OO)C 2,5-dihydroperoxy-2,5-dimethyl-3-hexyne